BrC=1C=C(N(C1C)NC(CC(=O)OCC)=O)C(=O)OCC ethyl 4-bromo-1-(3-ethoxy-3-oxopropanamido)-5-methylpyrrole-2-carboxylate